N-(1-(1-methylpiperidin-4-yl)-1H-pyrazol-4-yl)-7-(1H-pyrazol-4-yl)quinazolin-2-amine CN1CCC(CC1)N1N=CC(=C1)NC1=NC2=CC(=CC=C2C=N1)C=1C=NNC1